C(C)(=O)N[C@@H]1[C@H](CC(C(O)=O)(O)O[C@H]1[C@H](O)[C@H](O)CO)O 5-N-acetylneuraminic acid